1-benzyl-4-(2'-ethoxy-3-fluoro-[2,3'-bipyridyl]-5-yl)piperidine-4-carboxylic acid C(C1=CC=CC=C1)N1CCC(CC1)(C(=O)O)C=1C=C(C(=NC1)C=1C(=NC=CC1)OCC)F